N=1N(N=C2C1C=CC=C2)C2=C(C(=CC(=C2)C(C)(CC(C)(C)C)C)OC=2C=C(C=CC2)C)O 2-(2H-1,2,3-benzotriazol-2-yl)-6-(m-tolyloxy)-4-(2,4,4-trimethylpent-2-yl)phenol